L-glutamic acid-γ-methylamide C(C(C(=O)N)C(=O)O)C(C(=O)O)N